C(=O)(OC(C)(C)C)N[C@H](CC1=C(C=CC=C1)C#N)C(=O)O Boc-2-cyano-D-phenylalanine